C1(=CC(=CC=C1)N1CCC(CC1)C(=O)NC1(CN2CCC1CC2)C)C2=CC=CC=C2 1-([1,1'-biphenyl]-3-yl)-N-(3-methyl-quinuclidin-3-yl)piperidine-4-carboxamide